5-nitro-2-(2-pyridyl)-1,2-benzothiazol-3(2H)-one [N+](=O)([O-])C=1C=CC2=C(C(N(S2)C2=NC=CC=C2)=O)C1